CO[C@H]1CC[C@H](CC1)NC=1N=CC2=C(N1)NC=C2C2C(OC1=CC=CC=C1C2=O)(C)C (2-((cis-4-methoxycyclohexyl)amino)-7H-pyrrolo[2,3-d]pyrimidin-5-yl)-2,2-dimethylchroman-4-one